Cl.N[C@H](C(=O)OC)C[C@H]1C(NCC1)=O (S)-methyl 2-amino-3-((S)-2-oxopyrrolidin-3-yl)propanoate hydrochloride